(phenoxymethyl)-5,6-dihydro-4H-1,3-oxazine O(C1=CC=CC=C1)CC=1OCCCN1